CC1=NC2=C(N1)C=C(C=C2)C2=C(C(=C(C(=C2F)F)C2=CC=C(C=C2)CNCC#C)F)F 2-Methyl-6-(2,3,5,6-Tetrafluoro-4'-((prop-2-yn-1-ylamino)Methyl)-[1,1'-Biphenyl]-4-yl)-1H-benzo[d]Imidazol